tert-butyl (S)-(1-(4-(chloromethyl)phenyl)ethyl)(propyl)carbamate ClCC1=CC=C(C=C1)[C@H](C)N(C(OC(C)(C)C)=O)CCC